C(C1=CC=CC=C1)OC=1C(C(=CN2C1C(N1CCC[C@H](C2C1)O)=O)C(=O)OCC)=O Ethyl (6R)-12-(benzyloxy)-6-hydroxy-1,11-dioxo-1,4,5,6,7,11-hexahydro-3H-2,7-methanopyrido[1,2-a][1,4]diazonine-10-carboxylate